C(C)(C)(C)NC1=C2C(=C3C(=N1)C=C(S3)C=3CCN(CC3)C)NC(=N2)CCCC N-(Tert-butyl)-2-butyl-7-(1-methyl-1,2,3,6-tetrahydropyridin-4-yl)-1H-imidazo[4,5-d]thieno[3,2-b]pyridine-4-amine